2,5,7-tri-tert-butyl-L-tryptophan C(C)(C)(C)C1=C(C[C@H](N)C(=O)O)C2=CC(=CC(=C2N1)C(C)(C)C)C(C)(C)C